(5aS,6R,11bR)-3-(3-(4-(tert-butyl)-1H-pyrazol-1-yl)propyl)-14-(cyclopropylmethyl)-5a-hydroxy-10-methoxy-3,4,5,5a,6,7-hexahydro-6,11b-(epiminoethano)naphtho[1,2-d]azepin-2(1H)-one C(C)(C)(C)C=1C=NN(C1)CCCN1C(C[C@@]23[C@@](CC1)([C@@H](CC1=CC=C(C=C12)OC)N(CC3)CC3CC3)O)=O